4-(2-methylpyridin-4-yl)-N-(4-(methylsulfonyl)phenyl)-5-(phenoxymethyl)thiazol-2-amine CC1=NC=CC(=C1)C=1N=C(SC1COC1=CC=CC=C1)NC1=CC=C(C=C1)S(=O)(=O)C